(S)-(5-(1,5-dimethyl-1H-pyrazol-4-yl)-1,3,4-oxadiazol-2-yl)(4-(7-(trifluoromethyl)pyrazolo[1,5-a]pyridin-2-yl)-6,7-dihydro-1H-imidazo[4,5-c]pyridin-5(4H)-yl)methanone CN1N=CC(=C1C)C1=NN=C(O1)C(=O)N1[C@@H](C2=C(CC1)NC=N2)C2=NN1C(C=CC=C1C(F)(F)F)=C2